C(CCCCCC(C)C)(=O)OCC1CO1 glycidyl isononanoate